O=C(CCCC(=O)OC(CCCCCCC)CCCCCCC)CCCC(=O)OC(CCCCCCC)CCCCCCC 1,9-bis(pentadec-8-yl) 5-oxoazelate